BrC=1C=NC(=NC1)CN1C(=NC=C1)C 5-bromo-2-[(2-methylimidazol-1-yl)methyl]pyrimidine